CC=1N=C(C2=C(N1)OC=C2C(=O)NC2=CC(=CC=C2)C)NC2(CC2)C methyl-4-[(1-methylcyclopropyl)amino]-N-(3-methylphenyl)furo[2,3-d]pyrimidine-5-carboxamide